6-(1-(2-(5-Cyclopropyl-3-(2,6-dichlorophenyl)isoxazol-4-yl)ethyl)-2-methylpiperidin-4-yl)-1-methyl-1H-indole-3-carboxylic acid C1(CC1)C1=C(C(=NO1)C1=C(C=CC=C1Cl)Cl)CCN1C(CC(CC1)C1=CC=C2C(=CN(C2=C1)C)C(=O)O)C